5-bromo-6-chloro-N-methylpyridinecarboxamide BrC=1C=CC(=NC1Cl)C(=O)NC